ClC=1C=C(C2=C(N1)N(C=C2)CC(C)C)C=O 6-chloro-1-isobutyl-1H-pyrrolo[2,3-b]pyridine-4-carbaldehyde